CC1=C(C(=O)O[C@H]2O[C@H]([C@@H]([C@]2(O)C#C)OC(C)=O)N2N=CC=3C2=NC(=CC3Cl)Cl)C=CC=C1 ((2R,3R,4R,5R)-4-acetoxy-5-(4,6-dichloro-1H-pyrazolo[3,4-B]pyridin-1-yl)-3-ethynyl-3-hydroxytetrahydrofuran-2-yl) methylbenzoate